2-nitrobenzoate [N+](=O)([O-])C1=C(C(=O)[O-])C=CC=C1